NC1=C(C2=C(C(N1C1=C(C(=CC=C1C)O)C)=O)C(=C(S2)CC)C)C(=O)N 6-amino-2-ethyl-5-(3-hydroxy-2,6-dimethylphenyl)-3-methyl-4-oxo-4,5-dihydrothieno[3,2-c]pyridine-7-carboxamide